OC1=CC=C(C=C1)C(C)C1=C(C=CC=C1O)O 2-[1-(4-hydroxyphenyl)ethyl]benzene-1,3-diol